C1(=CC=CC=C1)N(C=1C(=C(OC=2C=C3C=4C=CC(=CC4C(C3=CC2)(C)C)N(C2=CC=CC=C2)C2=CC=CC=C2)C=CC1)B1OC(C(O1)(C)C)(C)C)C1=CC=CC=C1 6-(3-(diphenylamino)-2-(4,4,5,5-tetramethyl-1,3,2-dioxaborolan-2-yl)phenoxy)-9,9-dimethyl-N,N-diphenyl-9H-fluoren-2-amine